CC(CC[C@H](CO)NC=1C=NN(C1)C)C (2R)-5-methyl-2-[(1-methylpyrazol-4-yl)amino]hexan-1-ol